C(C)(=O)C=1C(=CC(=C(C1)NC(=O)NCCC1=CC=CC=C1)OC)O 1-(5-acetyl-4-hydroxy-2-methoxyphenyl)-3-phenethylurea